3,3'-dimethoxy-4,4'-benzidine COC=1C=C(C=CC1N)C1=CC(=C(N)C=C1)OC